C1(CCC1)NC1(CN(CC1)C1=CC=C(N=N1)C1=C(C=C(C=C1)C1=CN=NC(=C1)OC)O)C {6-[3-(cyclobutylamino)-3-methylpyrrolidin-1-yl]pyridazin-3-yl}-5-(6-methoxypyridazin-4-yl)phenol